C(C)(C)(C)OC(=O)N1CC2C=CC(C1)N2C(C)(C)C2=CC=CC=C2.BrC=2C=C(NC2Br)C=O 4,5-dibromopyrroleformaldehyde tert-butyl-8-(2-phenylpropane-2-yl)-3,8-diazabicyclo[3.2.1]oct-6-ene-3-carboxylate